4-[3-[(2-Hydroxyethyl)(methyl)amino]phenoxy]butane-1-OL OCCN(C=1C=C(OCCCCO)C=CC1)C